Ethyl-1-(4-fluorophenyl)-6-(4-(isobutoxycarbonyl)piperazin-1-yl)-3-(pentan-3-yl)-1H-pyrazolo[3,4-b]pyridine C(C)C1=C2C(=NC(=C1)N1CCN(CC1)C(=O)OCC(C)C)N(N=C2C(CC)CC)C2=CC=C(C=C2)F